N,6-dimethylpyridin-3-amine CNC=1C=NC(=CC1)C